CCCCC1=CC=C(C=C1)C2=CC=C(C=C2)C#N 4-n-butyl-4'-cyanobiphenyl